C(#N)C=1C=C(C=CC1)C=1N=C(SC1C1=CC(=NC(=C1)C)CC)NC(=O)N1CC2(COC2)C1 N-[4-(3-cyanophenyl)-5-(2-ethyl-6-methyl-4-pyridinyl)thiazol-2-yl]-2-oxa-6-azaspiro[3.3]heptane-6-carboxamide